5-([1,2,4]triazolo[1,5-a]pyridin-6-yl)-4-methoxy-N-(2-oxaspiro[3.5]nonan-7-yl)pyrrolo[2,1-f][1,2,4]triazin-2-amine N=1C=NN2C1C=CC(=C2)C=2C=CN1N=C(N=C(C12)OC)NC1CCC2(COC2)CC1